3-hydroxy-2,2-dimethylpropane OCC(C)(C)C